4-[1-(4-ethoxy-5-fluoro-pyrimidin-2-yl)-4-fluoro-piperidine-4-carbonyl]-3,5-dihydro-2H-pyrido[3,4-f][1,4]oxazepine-9-carbonitrile C(C)OC1=NC(=NC=C1F)N1CCC(CC1)(C(=O)N1CCOC2=C(C1)C=NC=C2C#N)F